2-bromo-1-(4-methoxybenzyl)-1H-imidazole-5-carboxylic acid BrC=1N(C(=CN1)C(=O)O)CC1=CC=C(C=C1)OC